N1=CC=C(C=C1)C1(CCCC1)C(=O)O 1-(pyridin-4-yl)cyclopentane-1-carboxylic acid